ClC1=CC(=CC2=C1N=C(S2)NC(=O)C2C(C2)F)C=2C=NC=CC2C N-(4-chloro-6-(4-methylpyridin-3-yl)benzo[d]thiazol-2-yl)-2-fluorocyclopropane-1-carboxamide